NC(C(=O)O)CC1=C(SC(=C1)Cl)C 2-amino-3-(5-chloro-2-methylthiophen-3-yl)propanoic acid